5-(8-Cyclopentylimidazo[1,2-b]pyridazin-6-yl)pyrimidine-2,4(1H,3H)-dione C1(CCCC1)C=1C=2N(N=C(C1)C=1C(NC(NC1)=O)=O)C=CN2